(E)-N-hydroxy-3-(3-phenylsulfamoyl-phenyl)-acrylamide ONC(\C=C\C1=CC(=CC=C1)S(NC1=CC=CC=C1)(=O)=O)=O